CC1=NNC2=NC=C(N=C21)N[C@@H](C)C=2C=C(C=CC2)NC(=O)C2=CN=C(S2)C(F)(F)F (S)-N-(3-(1-((3-methyl-1H-pyrazolo[3,4-b]pyrazin-5-yl)amino)ethyl)phenyl)-2-(trifluoromethyl)thiazole-5-carboxamide